6-(3-Isopropyl-5-((1-methylpiperidin-4-yl)methoxy)-1H-indol-2-yl)-8-methyl-[1,2,4]triazolo[1,5-a]pyridin C(C)(C)C1=C(NC2=CC=C(C=C12)OCC1CCN(CC1)C)C=1C=C(C=2N(C1)N=CN2)C